1-(pyridin-3-yl)-N-(2,3,6-trifluoro-4-((3-(2-(((3S,5S)-5-fluoropiperidin-3-yl)amino)pyrimidin-4-yl)pyridin-2-yl)oxy)phenyl)methanesulfonamide N1=CC(=CC=C1)CS(=O)(=O)NC1=C(C(=C(C=C1F)OC1=NC=CC=C1C1=NC(=NC=C1)N[C@@H]1CNC[C@H](C1)F)F)F